(E)-6-(3-ethoxy-5-hydroxy-2-(3-methylbut-2-en-1-yl)styryl)-1-methyl-1,3-dihydro-2H-benzo[d]imidazol-2-one C(C)OC=1C(=C(/C=C/C=2C=CC3=C(N(C(N3)=O)C)C2)C=C(C1)O)CC=C(C)C